[2-(3-Bromopropyldisulfanyl)-ethyl]-carbamic acid tert-butyl ester C(C)(C)(C)OC(NCCSSCCCBr)=O